2-(3-(4-methoxyphenyl)-6-oxopyridazin-1(6H)-yl)-N-phenethylacetamide COC1=CC=C(C=C1)C1=NN(C(C=C1)=O)CC(=O)NCCC1=CC=CC=C1